NCCNC(=O)C=1C=NC(=NC1)NCC1(CCC1)C1=NC=CC=C1F N-(2-aminoethyl)[2-({[(3-fluoro(2-pyridyl))cyclobutyl]methyl}amino)pyrimidin-5-yl]carboxamide